1-(3-hydroxy-3-(trifluoromethyl)cyclobutyl)-3-(isoquinolin-4-yl)-2-oxoimidazoline-4-carbonitrile OC1(CC(C1)N1C(N(C(C1)C#N)C1=CN=CC2=CC=CC=C12)=O)C(F)(F)F